N1C=C(C=C1)C1=NC2=CC=CC=C2C(=N1)NCCN(C)C N1-(2-(1H-pyrrol-3-yl)quinazolin-4-yl)-N2,N2-dimethylethane-1,2-diamine